1-(4-chloro-phenyl)-2-methylallyl alcohol ClC1=CC=C(C=C1)C(C(=C)C)O